N-(4-((4-isopentylpiperidin-1-yl)sulfonyl)phenyl)-2-(N-methylmethylsulfonamido)benzamide C(CC(C)C)C1CCN(CC1)S(=O)(=O)C1=CC=C(C=C1)NC(C1=C(C=CC=C1)N(S(=O)(=O)C)C)=O